(S)-4-Benzoyl-N-(pyrrolidin-3-ylmethyl)-3,4-dihydroquinoxaline-1(2H)-carboxamide C(C1=CC=CC=C1)(=O)N1CCN(C2=CC=CC=C12)C(=O)NC[C@@H]1CNCC1